tert-butyl (S)-(5-cyclohexyl-1-(methylamino)-1-oxopentan-2-yl)carbamate C1(CCCCC1)CCC[C@@H](C(=O)NC)NC(OC(C)(C)C)=O